methyl 1-[(2S)-1-phenylpropan-2-yl]-1H-imidazole-4-carboxylate C1(=CC=CC=C1)C[C@H](C)N1C=NC(=C1)C(=O)OC